3,5-dibromo-1H-pyrazin-2-one BrC=1C(NC=C(N1)Br)=O